C(C)[C@]1(N(CCCC1)C1CCNCC1)CCOCCC(=O)OC(C)(C)C ethyl-r-(2-(3-(tert-butoxy)-3-oxopropoxy)ethyl)-[1,4'-bipiperidine]